NCC=1C(=CC(=NC1)C(=O)OC)OC methyl 5-(aminomethyl)-4-methoxypicolinate